C(CCCCC)[Si](OCC)(OCC)OCC n-Hexyltriethoxy-silan